FC1=C(O[P@@](=O)(OC2=CC=CC=C2)N[C@@H](C)C(=O)OC(CCC)CC(C)C)C(=C(C(=C1F)F)F)F ISOBUTYLBUTYL ((S)-(PERFLUOROPHENOXY)-(PHENOXY)PHOSPHORYL)-L-ALANINATE